1-(3-(5-Amino-3-(3-methoxy-4-((4-(trifluoromethyl)pyridin-2-yl)oxy)phenyl)imidazo[1,5-c]pyrimidin-1-yl)pyrrolidin-1-yl)but-2-yn-1-one NC1=NC=CC=2N1C(=NC2C2CN(CC2)C(C#CC)=O)C2=CC(=C(C=C2)OC2=NC=CC(=C2)C(F)(F)F)OC